[As]([O-])(=O)(C)C.[Na+] SODIUM CACODYLATE